O1C(COC2=C1C=CC=C2)CN2CCC=C(C2)C2=CC=CC=C2 1-(2,3-Dihydrobenzo[1,4]dioxin-2-ylmethyl)-5-phenyl-1,2,3,6-tetrahydropyridine